N1C=NC2=C1C=C(C=C2)N2C(OC[C@@H]2C2=CC(=CC=C2)Cl)=O (S)-3-(1H-Benzo[d]imidazol-6-yl)-4-(3-chlorophenyl)oxazolidin-2-on